(3R)-3-{[7-(methanesulfonyl)-2-(1-methyl-1H-pyrazol-4-yl)[1,2,4]triazolo[1,5-c]quinazolin-5-yl]amino}azepan-2-one CS(=O)(=O)C1=CC=CC=2C=3N(C(=NC12)N[C@H]1C(NCCCC1)=O)N=C(N3)C=3C=NN(C3)C